tert-butyl 6-(3-ethylbenzyl)-5-oxo-1,4,5,6-tetrahydropyrido[3,4-c][1,8]naphthyridine-3(2H)-carboxylate C(C)C=1C=C(CN2C(C3=C(C=4C=CC=NC24)CCN(C3)C(=O)OC(C)(C)C)=O)C=CC1